NC1=CC=C(C=N1)N1CCC(CC1)C(=O)N1CC2(C1)CCN(CC2)C(=O)OC(C)(C)C Tert-butyl 2-(1-(6-aminopyridin-3-yl)piperidine-4-carbonyl)-2,7-diazaspiro[3.5]nonane-7-carboxylate